C[C@H]1[C@H]([C@H]([C@H]([C@@H](O1)O[C@H]2[C@@H]([C@H](O[C@H]([C@@H]2O)O[C@@H]3[C@@H]([C@@H](O[C@H]([C@@H]3OC(=O)C)O[C@H]4[C@@H]([C@H](O[C@H]([C@@H]4O)OCCCCCN)CO)O)C)O)CO)O)OC(=O)C)OC)O The molecule is a tetrasaccharide derivative consisting of a beta-D-glucosyl residue glycosidically linked to a 5-aminopentyl group and which carries at O-3 a 2-O-acetyl-6-deoxy-3-O-methyl-alpha-L-talosyl-(1->3)-beta-D-glucosyl-(1->3)-2-O-acetyl-6-deoxy-alpha-L-talosyl trisaccharide unit. It is a glycoside and a tetrasaccharide derivative.